C(C1=CC=CC=C1)OCC1CCC(CC1)C(=O)OC methyl 4-(benzyloxymethyl)cyclohexanecarboxylate